COC[C@H](N1C(N[C@@H](C1)C(F)(F)F)=O)C1=CC(=NC=C1)NC([C@H](C1CCC(CC1)C)NC(OC(C)(C)C)=O)=O Tert-butyl ((S)-2-((4-((R)-2-methoxy-1-((S)-2-oxo-4-(trifluoromethyl)imidazolidin-1-yl)ethyl)pyridin-2-yl)amino)-1-((1r,4S)-4-methylcyclohexyl)-2-oxoethyl)carbamate